C(C1=CC=CC=C1)N1C(C=2C=C(C(=NC2C=C1)C)C(=O)NC)=O 6-benzyl-N,2-dimethyl-5-oxo-5,6-dihydro-1,6-naphthyridine-3-carboxamide